(S)-(1-hydroxy-5-((2-nitrophenyl)amino)pentan-2-yl)carbamic acid tert-butyl ester C(C)(C)(C)OC(N[C@H](CO)CCCNC1=C(C=CC=C1)[N+](=O)[O-])=O